(4aR,8aS)-6-[3-[6-(2-chlorophenoxy)-3-pyridyl]azetidine-1-carbonyl]-4,4a,5,7,8,8a-hexahydropyrido[4,3-b][1,4]oxazin-3-one ClC1=C(OC2=CC=C(C=N2)C2CN(C2)C(=O)N2C[C@@H]3[C@@H](OCC(N3)=O)CC2)C=CC=C1